C(C)(C)(C)OC(N(C)[C@H]1CN(CC1)C=1N=NC(=CC1)C1=NC=C(C=C1O)C1=NC=NC(=C1)OC)=O N-[(3R)-1-[6-[3-hydroxy-5-(6-methoxypyrimidin-4-yl)-2-pyridinyl]pyridazin-3-yl]pyrrolidin-3-yl]-N-methyl-carbamic acid tert-butyl ester